S1C2=C(C=C1)C(=CC=C2)N2CCN(CC2)CCCCOC2=CC=C1C=CC(N(C1=C2)COC(COCCOCCCC)=O)=O (2-Butoxyethoxy)acetic acid 7-[4-(4-benzo[b]thiophen-4-ylpiperazin-1-yl)butoxy]-2-oxo-2H-quinolin-1-ylmethyl ester